NC1=C2C(=C3C(=N1)C=C(N3)C(=O)N(C)[C@H]3COC1(C4=CC(=CC(=C34)F)C(F)(F)F)CC1)COC2 (R)-5-amino-N-(5'-fluoro-7'-(trifluoromethyl)spiro[cyclopropane-1,1'-isochroman]-4'-yl)-N-methyl-6,8-dihydro-1H-furo[3,4-d]pyrrolo[3,2-b]pyridine-2-carboxamide